2-methyl-1-oxo-2,3-dihydro-1H-indene-2-carboxylic acid ethyl ester C(C)OC(=O)C1(C(C2=CC=CC=C2C1)=O)C